N4-(1-methoxy-2-methylpropan-2-yl)-N2-(2-methoxy-4-(morpholinosulfonyl)phenyl)-7H-pyrrolo[2,3-d]pyrimidine-2,4-diamine COCC(C)(C)NC=1C2=C(N=C(N1)NC1=C(C=C(C=C1)S(=O)(=O)N1CCOCC1)OC)NC=C2